N-(1-(5-(3-cyano-6-ethoxypyrazolo[1,5-a]pyridin-4-yl)pyridin-2-yl)-4-methylpiperidin-4-yl)-1-hydroxycyclopropane-1-carboxamide C(#N)C=1C=NN2C1C(=CC(=C2)OCC)C=2C=CC(=NC2)N2CCC(CC2)(C)NC(=O)C2(CC2)O